FC(C1=NN(C=C1C(=O)N(C(CC1=C(C=C(C=C1Cl)Cl)Cl)C)OC)C)F 3-(difluoromethyl)-N-methoxy-1-methyl-N-[1-(2,4,6-trichlorophenyl)propan-2-yl]-1H-pyrazole-4-carboxamide